C1(CC1)C1=CC=C(C(=O)N2CCC(CC2)(C(=O)O)CC(=O)N(C2=CC=CC=C2)C2CC(CCC2)(F)F)C=C1 1-(4-cyclopropyl-benzoyl)-4-[2-(N-[3,3-difluorocyclohexyl]anilino)-2-oxo-ethyl]piperidine-4-carboxylic acid